N-ethynyl-N-methyl-4-(4-cyanophenoxymethyl)benzenesulfonamide C(#C)N(S(=O)(=O)C1=CC=C(C=C1)COC1=CC=C(C=C1)C#N)C